tert-butyl 6-[(4,6-difluorocyclohexa-2,4-dien-1-yl)methylene]-2-azaspiro[3.3]heptane-2-carboxylate FC=1C=CC(C(C1)F)C=C1CC2(CN(C2)C(=O)OC(C)(C)C)C1